CN1CCN(CC1)C(C(=O)O)C1=CC=CC=C1 (4-methylpiperazin-1-yl)(phenyl)acetic acid